1-((5-(aminomethyl)-1-(3-(methylsulfonyl)propyl)-1H-benzo[d]imidazol-2-yl)methyl)-3-cyclopropyl-4,6-difluoro-1,3-dihydro-2H-benzo[d]imidazol-2-one NCC1=CC2=C(N(C(=N2)CN2C(N(C3=C2C=C(C=C3F)F)C3CC3)=O)CCCS(=O)(=O)C)C=C1